C1(=CC=CC=C1)S(=O)(=O)CS(=O)(=O)C1=CC=CC=C1 Bis(phenylsulfonyl)methan